C1(CC1)C1=CC(=NN1)NC1=NC(=NC=C1)N1C2CC(C1)(C2)C(=O)NC 2-[4-[(5-cyclopropyl-1H-pyrazol-3-yl)amino]pyrimidin-2-yl]-N-methyl-2-azabicyclo[2.1.1]hexane-4-carboxamide